CN1C(=NN=C1)C1CCNCC1 4-(4-methyl-4H-1,2,4-triazol-3-yl)piperidin